C(#N)/C(/C(=O)NC1=CC(=C(C=C1)Cl)Cl)=C(\C=1C=NOC1C)/O (Z)-2-cyano-N-(3,4-dichlorophenyl)-3-hydroxy-3-(5-methylisoxazol-4-yl)acrylamide